3-thiazoline S1CN=CC1